N-{[4-(piperidine-1-sulfonyl)phenyl]methyl}-[1,2,3,4]tetrazolo[1,5-a]pyridine-7-carboxamide N1(CCCCC1)S(=O)(=O)C1=CC=C(C=C1)CNC(=O)C1=CC=2N(C=C1)N=NN2